methyl (3-bromo-5-nitrophenyl)carbamate BrC=1C=C(C=C(C1)[N+](=O)[O-])NC(OC)=O